FC=1C=C(C=C(C1CN1C(SC=N1)=O)F)C1=CC=CC=C1 3-((3,5-difluoro-[1,1'-biphenyl]-4-yl)methyl)-1,3,4-thiadiazol-2(3H)-one